BrC=1C=NN2C1N=C(N=C2NC2CCC(CC2)N2CCOCC2)C2=C(C=CC=C2F)F 8-bromo-2-(2,6-difluorophenyl)-N-((1r,4r)-4-morpholinocyclohexyl)pyrazolo[1,5-a][1,3,5]triazin-4-amine